Cl.Cl.CN1N=C(C(=C1)C=1C=NC=2CCNCC2C1)C 3-(1,3-dimethyl-1H-pyrazol-4-yl)-5,6,7,8-tetrahydro-1,6-naphthyridine dihydrochloride